COC(C1=C(C=C(C=C1)OC(F)(F)F)Br)=O 2-Bromo-4-(trifluoromethoxy)-benzoic acid methyl ester